FC(C1=CN=C2N1N=C(C=C2)C2=CNC=1N=CN=C(C12)C=1C=NN(C1)C)F 5-(3-(difluoromethyl)imidazo[1,2-b]pyridazin-6-yl)-4-(1-methyl-1H-pyrazol-4-yl)-7H-pyrrolo[2,3-d]pyrimidine